C(C)(C)(C)OC(=O)C1N(CCNC1)C1=CC=CC2=C1C=C(S2)C(=O)O 4-[(tert-Butoxycarbonyl)piperazin-1-yl]-1-benzothiophene-2-carboxylic acid